(1,2-dioleyloxy-propyl)trimethylammonium chloride [Cl-].C(CCCCCCC\C=C/CCCCCCCC)OC(C(C)OCCCCCCCC\C=C/CCCCCCCC)[N+](C)(C)C